3-(1-methyl-ethyl)bicyclo(2.2.1)hept-5-ene-2-carboxylic acid ethyl ester C(C)OC(=O)C1C2C=CC(C1C(C)C)C2